C1(=CC=CC=C1)P(C1=CC=CC=C1)C=1C(=C(C(=CC1OC)OC)C1=CC=C(C=C1OC)OC)P(C1=CC=CC=C1)C1=CC=CC=C1 (R)-bis(diphenylphosphino)-4,4',6,6'-tetramethoxy-1,1'-biphenyl